(R)-2-((2-chloro-5-(1-hydroxyethyl)pyrimidin-4-yl)oxy)-1-fluoro-8,9,10,11-tetrahydro-5H-pyrido[3',4':4,5]pyrrolo[2,3-f]isoquinolin-7(6H)-one ClC1=NC=C(C(=N1)OC=1N=CC=2CCC3=C(C2C1F)NC1=C3C(NCC1)=O)[C@@H](C)O